ClC=1C(=C(C2=C(C(N3[C@@H](CO2)C[C@H](C3)O)=O)C1OC(C)C)Cl)C (2R,11aR)-7,9-dichloro-2-hydroxy-6-isopropoxy-8-methyl-2,3,11,11a-tetrahydro-1H,5H-benzo[f]pyrrolo[2,1-c][1,4]oxazepine-5-one